CNC(=O)C=1CC=2C(N=NN2)=CC1 N-methyl-benzotriazole-5-carboxamide